5-[4-[3-[2-(4,4-Difluoro-1-piperidyl)ethoxy]pyrrolidin-1-yl]pyrrolo[2,1-f][1,2,4]triazin-6-yl]-1H-pyrimidine-2,4-dione FC1(CCN(CC1)CCOC1CN(CC1)C1=NC=NN2C1=CC(=C2)C=2C(NC(NC2)=O)=O)F